trans-2-(2-chloro-5-(2,2-dichloro-3-(3,5-dichlorophenyl)cyclopropane-1-carboxamido)benzoyl)hydrazine-1-carboxylic acid ethyl ester C(C)OC(=O)NNC(C1=C(C=CC(=C1)NC(=O)[C@@H]1C([C@H]1C1=CC(=CC(=C1)Cl)Cl)(Cl)Cl)Cl)=O